C(#N)CC(=O)NCCNC(C(=C)C)=O N-(2-(2-cyanoacetamido)ethyl)methacrylamide